ClC1=C(C(=CC=C1)Cl)N1N=C(C(=N1)C(=O)N)NC1=CC=C(C=C1)C(NCCF)=O 2-(2,6-dichlorophenyl)-5-((4-((2-fluoroethyl)carbamoyl)phenyl)amino)-2H-1,2,3-triazole-4-carboxamide